CC=1OC(=CC1C(=O)NC1=NC(=NS1)CC(=C(F)F)C)C1=CC(=CC=C1)C(F)(F)F 2-methyl-5-(3-(trifluoromethyl)phenyl)-N-(3-(3,3-difluoro-2-methylallyl)-1,2,4-thiadiazol-5-yl)furan-3-carboxamide